ethyl valerat C(CCCC)(=O)OCC